FC(C1=C(C=CC(=C1)C(F)(F)F)CNC)(F)F 1-[2,4-bis(trifluoromethyl)phenyl]-N-methyl-methanamine